(R)-N-(2-(2-methoxyethoxy)ethyl)-2-((1-(6-methyl-4-oxo-2-(piperidin-1-yl)-4H-chromen-8-yl)ethyl)amino)benzamide COCCOCCNC(C1=C(C=CC=C1)N[C@H](C)C=1C=C(C=C2C(C=C(OC12)N1CCCCC1)=O)C)=O